N-(5-(3-cyanobicyclo[1.1.1]pentane-1-carbonyl)-5,6-dihydro-4H-pyrrolo[3,4-d]thiazol-2-yl)-4-(2-methoxyphenyl)-6-methylnicotinamide C(#N)C12CC(C1)(C2)C(=O)N2CC=1N=C(SC1C2)NC(C2=CN=C(C=C2C2=C(C=CC=C2)OC)C)=O